tetramethyl-isopropylcyclopentadiene CC1C(=C(C(=C1C(C)C)C)C)C